NCCCC(=O)OCC(=O)[C@]1(CC[C@H]2[C@@H]3CCC4=CC(CC[C@@]4([C@H]3[C@H](C[C@]12C)O)C)=O)O 2-((8S,9S,10R,11S,13S,14S,17R)-11,17-dihydroxy-10,13-dimethyl-3-oxo-2,3,6,7,8,9,10,11,12,13,14,15,16,17-tetradecahydro-1H-cyclopenta[a]phenanthren-17-yl)-2-oxoethyl 4-aminobutanoate